C(C)(C)(C)OC(=O)N=S(=O)(C)C1=CC=C(C=C1)C1N(CCC(C1)C)CC1=C2C=CN(C2=C(C=C1OC)C)C(=O)OC(C)(C)C tert-Butyl 4-((2-(4-(N-(tert-butoxycarbonyl)-S-methylsulfonimidoyl)phenyl)-4-methylpiperidin-1-yl)methyl)-5-methoxy-7-methyl-1H-indole-1-carboxylate